1-methyl-2-oxabicyclo[3.1.1]heptane CC12OCCC(C1)C2